FC=1C=C(C=C(C1)F)C(C)OC=1C=C2C(=NNC2=CC1)C1=NC2=C(N1)CN(C2)C2CC1(CN(C1)C)C2 5-(1-(3,5-difluorophenyl)ethoxy)-3-(5-(2-methyl-2-azaspiro[3.3]heptan-6-yl)-1,4,5,6-tetrahydropyrrolo[3,4-d]imidazol-2-yl)-1H-indazole